NC1=NC=C(C=2C1=CN(N2)C2OCCCC2)NC(=O)C(=O)N(CC2=NC=C(C=C2)C(F)(F)F)C2CC2 N-(4-Amino-2-tetrahydropyran-2-yl-pyrazolo[4,3-c]pyridin-7-yl)-N'-cyclopropyl-N'-[[5-(trifluoromethyl)-2-pyridyl]methyl]oxamide